OCCCC1(C2=CC=CC=C2C=2C=CC(=C(C12)C1=CC2=CC=CC=C2C=C1)C1=CC2=CC=CC=C2C=C1)CCCO 9,9-bis(3-hydroxypropyl)-bis(2-naphthyl)fluorene